N-(4-bromo-2-fluorobenzyl)-5-(2-chloro-5-(isobutyramidomethyl)benzamido)-1-methyl-1H-indole-2-carboxamide BrC1=CC(=C(CNC(=O)C=2N(C3=CC=C(C=C3C2)NC(C2=C(C=CC(=C2)CNC(C(C)C)=O)Cl)=O)C)C=C1)F